FC1=CC=C(C=C1)C=1C(C(=CN(C1)C)C(=O)O)=O 5-(4-fluorophenyl)-1-methyl-4-oxo-1,4-dihydropyridine-3-carboxylic acid